CC1=C(SC=C1)C(=O)N1C(N(N=C1)C1=CC=CC=C1)=O 4-(3-methylthiophene-2-carbonyl)-2-phenyl-2,4-dihydro-3H-1,2,4-triazol-3-one